5-[(2H3)methoxy]-2-(4-{[(3R)-1-methylpiperidin-3-yl]amino}pyrrolo[1,2-d][1,2,4]triazin-1-yl)phenol C(OC=1C=CC(=C(C1)O)C=1C=2N(C(=NN1)N[C@H]1CN(CCC1)C)C=CC2)([2H])([2H])[2H]